(2,2-dioxo-2lambda6-thia-6-azaspiro[3.3]heptan-6-yl)-[6-[[5-(trifluoromethyl)-3-pyridyl]methyl]-2-azaspiro[3.3]heptan-2-yl]methanone O=S1(CC2(C1)CN(C2)C(=O)N2CC1(C2)CC(C1)CC=1C=NC=C(C1)C(F)(F)F)=O